3-(trifluoromethyl)cyclopentanone FC(C1CC(CC1)=O)(F)F